C(C)(C)(C)OC([C@H](CCCS(=O)(=O)C=1SC2=C(N1)C=CC=C2)NC(=O)OCC2=CC=CC=C2)=O (S)-5-(benzo[d]thiazol-2-ylsulfonyl)-2-(((benzyloxy)carbonyl)amino)pentanoic acid tert-butyl ester